3-morpholino-6,7-dihydropyrazolo[1,5-a]pyrazin-4(5H)-on O1CCN(CC1)C=1C=NN2C1C(NCC2)=O